CN(C)CC1=C(C=CC=C1)C1=CC=C(S1)C(C)NC1=NN=C(C2=CC(=C(C=C12)OC)OC)C N-(1-(5-(2-((dimethylamino)methyl)phenyl)thiophen-2-yl)ethyl)-6,7-dimethoxy-4-methylphthalazin-1-amine